1-Methyl methacrylate C(C(=C)C)(=O)OC